7-chloro-[1,3]thiazolo[5,4-d]pyrimidin-2-amine ClC=1C2=C(N=CN1)SC(=N2)N